4-amino-N-((1S)-5-bromo-2,3-dihydro-1H-inden-1-yl)-N,1-dimethyl-1H-pyrazolo[4,3-c]quinoline-8-carboxamide NC1=NC=2C=CC(=CC2C2=C1C=NN2C)C(=O)N(C)[C@H]2CCC1=CC(=CC=C21)Br